N-[(2S)-2-[[(1S)-2-hydroxy-1-methylethyl]amino]-2-phenylethyl]-4-nitrobenzenesulfonamide OC[C@H](C)N[C@H](CNS(=O)(=O)C1=CC=C(C=C1)[N+](=O)[O-])C1=CC=CC=C1